N2-((6-cyclopropylimidazo[1,2-a]pyridin-2-yl)methyl)-1,3,4-thiadiazole-2,5-diamine C1(CC1)C=1C=CC=2N(C1)C=C(N2)CNC=2SC(=NN2)N